oxa[4,7,10,14]tetraazacycloheptadecino[16,17-f]quinoline C1=NC=CC=NC=CN=CC=NC=COC=2C1=C1C=CC=NC1=CC2